COC(C1=C(C=C(C(=C1)OCCCN1C(C2=CC=CC=C2C1=O)=O)OC)N)=O 2-amino-5-(3-(1,3-dioxoisoindolin-2-yl)propoxy)-4-methoxybenzoic acid methyl ester